2-(difluoromethyl)-5-(4-((4-(3,4-difluorophenyl)-1H-1,2,3-triazol-1-yl)methyl)-3-fluorophenyl)-1,3,4-oxadiazole FC(C=1OC(=NN1)C1=CC(=C(C=C1)CN1N=NC(=C1)C1=CC(=C(C=C1)F)F)F)F